4-ethyl-5'-(methylsulfonamido)spiro[cyclohexane-1,3'-indolin] C(C)C1CCC2(CNC3=CC=C(C=C23)NS(=O)(=O)C)CC1